4-((4-fluoro-2-methyl-1H-indol-5-yl) oxy)-7-methoxyquinazolin-6-yl 2,4-dimethylpiperazine-1-carboxylate CC1N(CCN(C1)C)C(=O)OC=1C=C2C(=NC=NC2=CC1OC)OC=1C(=C2C=C(NC2=CC1)C)F